3-bromo-5-methyl-1H-pyrazolo[4,3-b]pyridine-1-carboxylic acid tert-butyl ester C(C)(C)(C)OC(=O)N1N=C(C2=NC(=CC=C21)C)Br